(3-(8-((2-cyclopropyl-5-ethoxy-4'-fluoro-[1,1'-biphenyl]-4-yl)methyl)-2-oxo-1-oxa-3,8-diazaspiro[4.5]decan-3-yl)cyclobutyl)methyl methanesulfonate CS(=O)(=O)OCC1CC(C1)N1C(OC2(C1)CCN(CC2)CC2=CC(=C(C=C2OCC)C2=CC=C(C=C2)F)C2CC2)=O